C(CCCCCCCCCCCCCCCCCCC)(=O)OCCCCCCCCCCCCCCCCCCCCCC docosyl n-eicosanoate